3-(4-(trifluoromethyl)phenyl)-1,2,4-oxadiazol-5-amine FC(C1=CC=C(C=C1)C1=NOC(=N1)N)(F)F